N-[[6-[2-(2-cyanophenyl)acetyl]-6-azaspiro[2.5]octan-2-yl]methyl]-1,3-dihydropyrrolo[3,4-c]pyridine-2-carboxamide C(#N)C1=C(C=CC=C1)CC(=O)N1CCC2(C(C2)CNC(=O)N2CC=3C=NC=CC3C2)CC1